ClC1=C(C=2N=C(N=C(C2C(=N1)OC)N1[C@@H]2[C@H]([C@@H]2COCC1)F)OC([2H])([2H])[C@]12CCCN2C[C@@H](C1)F)F (1S,7S,8S)-2-(7-chloro-8-fluoro-2-(((2R,7aS)-2-fluorotetrahydro-1H-pyrrolizin-7a(5H)-yl)methoxy-d2)-5-methoxypyrido[4,3-d]pyrimidin-4-yl)-8-fluoro-5-oxa-2-azabicyclo[5.1.0]octane